C1(=CC=CC2=CC=CC=C12)C1CCCC2=CC=CC=C12 1',2',3',4'-tetrahydro-[1,1'-binaphthalene]